C(C)(C)(C)OC(=O)N1[C@H](C[C@H](C1)OCCC)C(NC1=C(C=CC(=C1)C(CCC1CC1)(C1=CC=NC=C1)N[S@](=O)C(C)(C)C)F)=O (2R,4R)-2-(5-(3-cyclopropyl-1-((R)-1,1-dimethylethylsulfinamido)-1-(pyridin-4-yl)propyl)-2-fluorophenylcarbamoyl)-4-propoxypyrrolidine-1-carboxylic acid tert-butyl ester